5-pyridin-2-ylpyrimidine N1=C(C=CC=C1)C=1C=NC=NC1